boron bis(diisopropylamine) bromide [Br-].C(C)(C)NC(C)C.C(C)(C)NC(C)C.[B+3].[Br-].[Br-]